1-(3-bromophenyl)cyclobutanecarbonitrile BrC=1C=C(C=CC1)C1(CCC1)C#N